2-(2-Oxo-3H-1,3-benzoxazol-6-yl)-N-(4-phenylbutyl)-2,7-diazaspiro[3.5]nonane-7-carboxamide tert-Butyl-2-(3-hydroxy-4-nitrophenyl)-2,7-diazaspiro[3.5]nonane-7-carboxylate C(C)(C)(C)OC(=O)N1CCC2(CN(C2)C2=CC(=C(C=C2)[N+](=O)[O-])O)CC1.O=C1OC2=C(N1)C=CC(=C2)N2CC1(C2)CCN(CC1)C(=O)NCCCCC1=CC=CC=C1